FC=1C=C(CNC(=O)C=2N=CN(C2)C2=NC(=NC=C2C)N[C@@H]2COCC2)C=CC1C(F)(F)F (S)-N-(3-fluoro-4-(trifluoro-methyl)benzyl)-1-(5-methyl-2-((tetrahydro-furan-3-yl)amino)-pyrimidin-4-yl)-1H-imidazole-4-carboxamide